FC(OCC1CN(C1)C(=O)C=1C=NN(C1)C12CC(C1)(C2)C2(OC1=C(CC2)C=CC=C1)C(=O)N)(F)F 3-(4-{3-[(trifluoromethoxy)methyl]azetidine-1-carbonyl}-1H-pyrazol-1-yl)bicyclo[1.1.1]pentan-1-yl-3,4-dihydro-2H-1-benzopyran-2-carboxamide